1-bromo-N'-isopropyl-4-methoxy-2-naphthoyl-hydrazine BrC1=C(C=C(C2=CC=CC=C12)OC)C(=O)NNC(C)C